N-((3R,4S)-3-Methyl-1-((1-methyl-1H-pyrazol-4-yl)sulfonyl)piperidin-4-yl)-6-(1H-pyrazol-4-yl)-5-((tetrahydro-2H-pyran-4-yl)oxy)-[1,2,4]triazolo[1,5-a]pyridin-2-amine C[C@@H]1CN(CC[C@@H]1NC1=NN2C(C=CC(=C2OC2CCOCC2)C=2C=NNC2)=N1)S(=O)(=O)C=1C=NN(C1)C